2-(4-cyanophenyl)-3-oxopentanoic acid methyl ester COC(C(C(CC)=O)C1=CC=C(C=C1)C#N)=O